FC=1C=C(C=CC1)C1(C)C(C=CC=C1)S(=O)(=O)O 1-(3-fluorophenyl)-2-toluenesulfonic acid